O=C1N(CC2=CC(=CC=C12)C1CCN(CC1)C(=O)C1CCNCC1)C1C(NC(CC1)=O)=O 3-(1-oxo-5-(1-(piperidine-4-carbonyl)piperidin-4-yl)isoindolin-2-yl)piperidine-2,6-dione